FC1=CC=C(C=C1)C1=NC(=NC=C1C=1C=C2C(=NC=NC2=CC1)C)NC(=O)NC 1-(4-(4-fluorophenyl)-5-(4-methylquinazolin-6-yl)pyrimidin-2-yl)-3-methylurea